FC(C(=O)O)(F)F.FC1=C(C=CC=2NC(=NC21)CNC2=NC(=NC=1N2N=CC1CC(F)F)N1CCOCC1)F N-[(4,5-difluoro-1H-benzimidazol-2-yl)methyl]-8-(2,2-difluoroethyl)-2-(morpholin-4-yl)pyrazolo[1,5-a][1,3,5]triazin-4-amine trifluoroacetate